tert-butyl 2-(p-tolylsulfonyloxymethyl)pyrrolidine-1-carboxylate C1(=CC=C(C=C1)S(=O)(=O)OCC1N(CCC1)C(=O)OC(C)(C)C)C